3-[5-[(1-chloroazetidin-3-yl)methyl]-2-oxo-benzo[cd]indol-1-yl]piperidine-2,6-dione hydrochloride Cl.ClN1CC(C1)CC=1C=CC=2C(N(C3=CC=CC1C23)C2C(NC(CC2)=O)=O)=O